NC1C2=CC(=CC=C2CC12CCN(CC2)C2=NC(=C(N=C2CO)C2=C(C(=CC=C2)Cl)Cl)C)C[C@H](C)O (S)-1-(1-amino-1'-(5-(2,3-dichlorophenyl)-3-(hydroxymethyl)-6-methylpyrazin-2-yl)-1,3-dihydrospiro[inden-2,4'-piperidin]-6-yl)propan-2-ol